3-[(2-hydroxy-5-chlorobenzylidene)-amino]-6-Chlorocoumarin OC1=C(C=NC=2C(OC3=CC=C(C=C3C2)Cl)=O)C=C(C=C1)Cl